N[C@@H]1[C@@H](CN(CC1)C1=NC=C(C(=N1)N[C@H](C)C1=C(C=C(C=C1)Cl)Cl)F)O (3R,4S)-4-amino-1-(4-(((R)-1-(2,4-dichlorophenyl)ethyl)amino)-5-fluoropyrimidin-2-yl)piperidin-3-ol